FC1=C(C=CC(=C1)F)[C@]1(C[C@@H](CO1)COC1=CC=C(C=C1)N1CCN(CC1)C1=CC=C(C=C1)N1C(N(N=C1)CCCO)=O)C 4-(4-(4-(4-(((3R,5R)-5-(2,4-difluorophenyl)-5-methyltetrahydrofuran-3-yl)methoxy)phenyl)piperazin-1-yl)phenyl)-2-(3-hydroxypropyl)-2,4-dihydro-3H-1,2,4-triazol-3-one